O1CCN(CC1)C1=CC=C(C=C1)NC1=C2N=CN(C2=NC(=N1)OC1=CC=CC2=CC=CC=C12)C1CCCCC1 N-(4-morpholinophenyl)-2-(1-naphthyloxy)-9-cyclohexyl-9H-purin-6-amine